ClC=1C=C(CN2C=NC(=C2)NC([C@H](C)N2C[C@@H](C(CC2)(F)F)C2=CC=[N+](C=C2)[O-])=O)C=C(C1)Cl 4-((S)-1-((S)-1-((1-(3,5-dichlorobenzyl)-1H-imidazol-4-yl)amino)-1-oxopropan-2-yl)-4,4-difluoropiperidin-3-yl)pyridine 1-oxide